BrCCCCCN1N=NC2=C1C=CC(=C2C)C(CC(=O)OCC)C2=CC(=C(C=C2)C)[C@@H](C)N2S(OC1=C(C2)C=C(C=C1)O)(=O)=O ethyl 3-[1-(5-bromopentyl)-4-methyl-1H-benzotriazol-5-yl]-3-{3-[(1R)-1-(6-hydroxy-2,2-dioxo-2H-1,2λ6,3-benzoxathiazin-3(4H)-yl)ethyl]-4-methylphenyl}propanoate